5-fluoro-1-((2R,3S,4R,5R)-3-fluoro-5-(2-hydroxyethyl)-4-((tetrahydro-2H-pyran-2-yl)oxy)-5-(((tetrahydro-2H-pyran-2-yl)oxy)methyl)tetrahydrofuran-2-yl)pyrimidine-2,4(1H,3H)-dione FC=1C(NC(N(C1)[C@@H]1O[C@@]([C@H]([C@@H]1F)OC1OCCCC1)(COC1OCCCC1)CCO)=O)=O